F[C@H]1CN(CC[C@H]1NC(=O)[C@@H]1CC[C@H](CC1)NC1=NC(=NC=C1Cl)NC=1C=C2CN(C(C2=CC1)=O)C)C trans-N-((3s,4r)-3-fluoro-1-methylpiperidin-4-yl)-4-({5-chloro-2-[(2-methyl-1-oxoisoindol-5-yl)amino]pyrimidin-4-yl}amino)cyclohexane-1-carboxamide